C1(CC1)CN1C2CC(CC1CC2)N2CCC(CC2)C=2C=C(C=1N(C2)C=C(N1)C1=CC=C(C=C1)S(=O)(=O)C)C 6-(1-(8-(cyclopropylmethyl)-8-azabicyclo[3.2.1]octan-3-yl)piperidin-4-yl)-8-methyl-2-(4-(methylsulfonyl)phenyl)imidazo[1,2-a]pyridine